pyridin-2-yl piperidine-1-carboxylate N1(CCCCC1)C(=O)OC1=NC=CC=C1